[Eu+3].N1=CC=CC2=CC=C3C=CC=NC3=C12 mono(1,10-phenanthroline) europium (iii)